BrC=1C=C(C(=NC1)F)F 5-Bromo-2,3-difluoropyridine